FC(CO)(F)C=1C(=C(C=CC1)[C@@H](C)NC(=O)C1=NN(C(C=C1)=O)C1=C(C(=CC=C1)C(N(C)C)=O)F)F N-[(1R)-1-[3-(1,1-difluoro-2-hydroxy-ethyl)-2-fluoro-phenyl]ethyl]-1-[3-(dimethylcarbamoyl)-2-fluoro-phenyl]-6-oxo-pyridazine-3-carboxamide